O1CCC=C1C(=O)[O-] 2,3-dihydrofuran-5-carboxylate